2-butoxy-7-((2-methyl-1,2,3,4-tetrahydroisoquinolin-6-yl)methyl)-5H-pyrrolo[3,2-d]pyrimidin-4-amine C(CCC)OC=1N=C(C2=C(N1)C(=CN2)CC=2C=C1CCN(CC1=CC2)C)N